(1R,3S,4S)-N-(3-chloro-4-fluorophenyl)-N-methyl-2-azabicyclo[2.2.1]heptane-3-carboxamide ClC=1C=C(C=CC1F)N(C(=O)[C@H]1N[C@@H]2CC[C@H]1C2)C